C(C)(C)(C)OC(=O)N1CCN(CC1)CC1(CC1)CN 4-((1-(aminomethyl)cyclopropyl)methyl)piperazine-1-carboxylic acid tert-butyl ester